5-(3-isopropyl-5-(1-(oxetan-3-yl)piperidin-4-yl)-1H-indol-2-yl)-7-methylthiazolo[5,4-b]pyridine C(C)(C)C1=C(NC2=CC=C(C=C12)C1CCN(CC1)C1COC1)C1=CC(=C2C(=N1)SC=N2)C